N-(1-phenylvinyl)thiophene-2-carboxamide C1(=CC=CC=C1)C(=C)NC(=O)C=1SC=CC1